[Cl-].[Cl-].ClC1=C2C=CC=C(C2=CC=C1)C(=[Zr+2](C1=C(C(=CC=2C3=CC(=C(C=C3CC12)C1=CC=CC=C1)C(C)(C)C)C(C)(C)C)C1=CC=CC=C1)C1C=CC=C1)C1=CC=CC2=C(C=CC=C12)Cl di-(5-chloronaphthyl)methylene(cyclopentadienyl)(2,7-diphenyl-3,6-di-tert-butylfluorenyl)zirconium dichloride